tert-Butyl 6-bromo-2-oxo-1,2-dihydrospiro[indole-3,4'-piperidine]-1'-carboxylate BrC1=CC=C2C(=C1)NC(C21CCN(CC1)C(=O)OC(C)(C)C)=O